3-(4-(dimethylamino)phenyl)-N-(2-(4-((5-(4-(dimethylamino)phenyl)pyridin-2-yl)oxy)piperidine-1-carbonyl)-4-fluorophenyl)propanamide CN(C1=CC=C(C=C1)CCC(=O)NC1=C(C=C(C=C1)F)C(=O)N1CCC(CC1)OC1=NC=C(C=C1)C1=CC=C(C=C1)N(C)C)C